ClC1=CCOC2=CC=3N(C4=CC=CC=C4SC3C=C21)CC 4-chloro-11-ethyl-pyrano[2,3-b]phenothiazine